C1(=CC=CC=C1)[NH+]1CN(C=2C1=NC=CN2)C2=CC=CC=C2 1,3-diphenyl-1H-imidazo[4,5-b]pyrazin-1-ium